[N+](#[C-])[N-][N+]#[C-] Diisocyanoamide